C(C)(C)(C)C1=C(C(=CC(=C1)CCC1OC1)C(C)(C)C)O 2,6-di-tert-butyl-4-[2-(2-oxiranyl)ethyl]phenol